N-(trimethoxysilyl)propyl-tetradecyldimethyl-ammonium chloride [Cl-].CO[Si](OC)(OC)CCC[N+](C)(C)CCCCCCCCCCCCCC